N-(5-(1-oxo-2-propyl-1,2-dihydroisoquinolin-7-yl)pyrimidin-2-yl)benzamide ethyl-2-(7-bromo-4-isopropyl-1-oxo-pyrrolo[1,2-d][1,2,4]triazin-2-yl)acetate C(C)OC(CN1N=C(N2C(C1=O)=CC(=C2)Br)C(C)C)=O.O=C2N(C=CC1=CC=C(C=C21)C=2C=NC(=NC2)NC(C2=CC=CC=C2)=O)CCC